(S)-3-(5-((7-((4-fluorobicyclo[2.2.2]octan-1-yl)amino)heptyl)thio)-4-oxo-2-(trifluoromethyl)quinazolin-3(4H)-yl)piperidine-2,6-dione FC12CCC(CC1)(CC2)NCCCCCCCSC2=C1C(N(C(=NC1=CC=C2)C(F)(F)F)[C@@H]2C(NC(CC2)=O)=O)=O